4-(3-chloro-4-(N'-cyclopropylureido)phenoxy)-7-methoxyquinoline-6-carboxylic acid amide methanesulfonate CS(=O)(=O)O.ClC=1C=C(OC2=CC=NC3=CC(=C(C=C23)C(=O)N)OC)C=CC1NC(=O)NC1CC1